S1C=NC=C1C(=O)OC1=C2C(=CNC2=CC=C1)CCN(C)C 3-(2-(dimethylamino)ethyl)-1H-indol-4-yl thiazole-5-carboxylate